P(=O)(OC1=CC2=CC=C(C(=C2C=C1)C#C)F)(O)O 5-ethynyl-6-fluoronaphthalene-2-yl dihydrogen phosphate